ClC1=CC2=C(N(C(OC2=O)=O)C)S1 6-chloro-1-methyl-1H,2H,4H-thieno[2,3-d][1,3]oxazine-2,4-dione